NC1=NC=C2C=C(C(N(C2=C1)CC)=O)C=1C(=CC(=C(C1)NC(=O)NC1=CC=CC=C1)F)Br 1-(5-(7-Amino-1-ethyl-2-oxo-1,2-dihydro-1,6-naphthyridin-3-yl)-4-bromo-2-fluorophenyl)-3-phenylurea